OC1=C(C=CC(=C1)C#C)C1=C(N=C(N=N1)C(C(=O)N)NC)C1CC1 (6-(2-hydroxy-4-ethynylphenyl)-5-cyclopropyl-1,2,4-triazin-3-yl)-2-(methylamino)acetamide